C1(C=CC(N1CCC(=O)N[C@@H](C)C(=O)O)=O)=O maleimidopropanoyl-alanine